FC=1C=C(C=C(C1C=1C=C2C(=CN1)NN=C2C=2C=NC=C(C2)N2CCN(CC2)C)F)CNC 1-(3,5-difluoro-4-(3-(5-(4-methylpiperazin-1-yl)pyridin-3-yl)-1H-pyrazolo[3,4-c]pyridin-5-yl)phenyl)-N-methylmethanamine